FC=CP(OCC)(OCC)=O diethyl (2-fluorovinyl)phosphonate